NC1=NC=NN2C1=NC=C2C2=NC(=NO2)C=2C(=CC(=C(C2)NC(C2=CC(=CC=C2)C(F)(F)F)=O)F)C N-(5-(5-(4-aminoimidazo[2,1-f][1,2,4]triazin-7-yl)-1,2,4-oxadiazol-3-yl)-2-fluoro-4-methylphenyl)-3-(trifluoromethyl)benzamide